NCCOCCOCCOCCOCCOCCOCCOCCOCCOCCC(=O)OC(C)(C)C tert-butyl 1-amino-3,6,9,12,15,18,21,24,27-nonaoxatriacontan-30-oate